C(C)(=O)N[C@H]1C[C@H](CC(C1)=O)C(=O)OC methyl (1R,3S)-3-acetamido-5-oxocyclohexane-1-carboxylate